(2-((1-(4-methoxybenzyl)-1H-tetrazol-5-yl)amino)-6-(trifluoromethyl)pyrimidin-4-yl)methanol COC1=CC=C(CN2N=NN=C2NC2=NC(=CC(=N2)CO)C(F)(F)F)C=C1